N-(4'-((4-methyl-6-(methylsulfonyl)pyridin-2-yl)amino)-5-(trifluoromethyl)-[2,3'-bipyridin]-6'-yl)acetamide CC1=CC(=NC(=C1)S(=O)(=O)C)NC1=C(C=NC(=C1)NC(C)=O)C1=NC=C(C=C1)C(F)(F)F